C(#N)C=1C(=CC=C(C(=O)O)C1)OC 5-cyano-4-methoxybenzoic acid